C1NCCC2=CC=NC=C12 1,2,3,4-Tetrahydro-2,7-naphthyridine